tert-butyl 4-[(6-{4-[1-(oxan-2-yl)pyrazol-4-yl]-1,3-benzothiazol-7-yl}pyridazin-3-yl)amino]piperidine-1-carboxylate O1C(CCCC1)N1N=CC(=C1)C1=CC=C(C2=C1N=CS2)C2=CC=C(N=N2)NC2CCN(CC2)C(=O)OC(C)(C)C